4-[2-(dipropyl-amino)ethyl]indoline-2,3-dione hydrochloride Cl.C(CC)N(CCC1=C2C(C(NC2=CC=C1)=O)=O)CCC